2-acenaphthoquinone C1(C(C2=CC=CC3=CC=CC1=C23)=O)=O